N1C=CC=2C(=NC=CC21)O 1H-pyrrolo[3,2-c]pyridin-4-ol